3-(5-(1-(1-(tert-butoxycarbonyl)piperidin-4-yl)-1H-pyrazol-4-yl)-3-hydroxypicolinamido)-2,2-dimethylpropanoic acid C(C)(C)(C)OC(=O)N1CCC(CC1)N1N=CC(=C1)C=1C=C(C(=NC1)C(=O)NCC(C(=O)O)(C)C)O